CC(C)(CC(C)(NC=1C2=C(N=C(N1)C1=CC=NC=C1)C=NC=C2)C)O 2,4-dimethyl-4-((2-(pyridin-4-yl)pyrido[3,4-d]pyrimidin-4-yl)amino)pentan-2-ol